N'-(2-Chloro-3,5-dimethoxyphenyl)-N'-[3-[1-methylpyrazol-4-yl]quinoxalin-6-yl]-N-propan-2-ylethane-1,2-diamine ClC1=C(C=C(C=C1OC)OC)N(CCNC(C)C)C=1C=C2N=C(C=NC2=CC1)C=1C=NN(C1)C